OC1(CN(CC1)S(=O)(=O)C1=CC=C2C(=CN(C2=C1)COCC[Si](C)(C)C)C1=NC(=NC=C1C(F)(F)F)N[C@@H]1CN(CCC1)C(=O)OC(C)(C)C)C tert-butyl (3S)-3-[[4-[6-(3-hydroxy-3-methyl-pyrrolidin-1-yl)sulfonyl-1-(2-trimethylsilylethoxymethyl)indol-3-yl]-5-(trifluoromethyl)pyrimidin-2-yl]amino]piperidine-1-carboxylate